BrC1=C(N(C(=C1)C(C(F)(F)F)(F)C1=CC(=CC(=C1)F)F)C)N1N=CC(=C1)C=1C=CC(=C(C(=O)NC2(CC2)C#N)C1)Cl 5-[1-[3-bromo-5-[1-(3,5-difluorophenyl)-1,2,2,2-tetrafluoro-ethyl]-1-methyl-pyrrol-2-yl]pyrazol-4-yl]-2-chloro-N-(1-cyanocyclopropyl)benzamide